O1CCNC(C2=C1C=CC=C2)=O 2,3,4,5-tetrahydro-1,4-benzoxazepin-5-one